C(C)(C)C(C(=O)OCC)(C(=O)OCC)CC(C)C diethyl 2-isopropyl-2-isobutylmalonate